CN1CCN(CC1)C=1C=CC(=NC1)NC=1C2=C(C(=NC1)C1=C(NC3=CC=CC=C13)C1=CC=CC=C1)CNC2=O 7-((5-(4-methylpiperazin-1-yl)pyridin-2-yl)amino)-4-(2-phenyl-1H-indol-3-yl)-2,3-dihydro-1H-pyrrolo[3,4-c]pyridin-1-one